BrC=1C=CC=C2C=CC=C(C12)CC(C)O[Si](C)(C)C(C)(C)C ((1-(8-bromonaphthalen-1-yl)propan-2-yl)oxy)(tert-butyl)dimethylsilane